C1(CC1)C#C[C@@]1(NC(NC2=CC(=C(C=C12)F)CN1N=C(C=C1)C=O)=O)C(C)(F)F (S)-1-((4-(cyclopropylethynyl)-4-(1,1-difluoroethyl)-6-fluoro-2-oxo-1,2,3,4-tetrahydroquinazolin-7-yl)methyl)-1H-pyrazole-3-carbaldehyde